OC=1C=C(/C=C/C2=CC(=C(O[C@@H]3O[C@@H]([C@H]([C@@H]([C@H]3O)O)O)CO)C=C2)O)C=C(C1)O (2S,3R,4S,5S,6R)-2-(4-((E)-3,5-dihydroxystyryl)-2-hydroxyphenoxy)-6-(hydroxymethyl)-tetrahydro-2H-pyran-3,4,5-triol